C(CCCCCCCC)N(CC(=O)N1CCN(CC1)C(CN(CCCCCCCCC)CCN(CCCCCCCCC)CCCCCCCCC)=O)CCCCCCCCC 2-(dinonylamino)-1-(4-(N-(2-(dinonylamino)ethyl)-N-non-ylglycyl)piperazin-1-yl)ethan-1-one